Ethyl 1-cyclopropyl-7-(1-((2,4-diaminopyrimidin-5-yl)methyl)indolin-5-yl)-6,8-difluoro-4-oxo-1,4-dihydroquinoline-3-carboxylate 2,5-dihydroxybenzoate OC1=C(C(=O)O)C=C(C=C1)O.C1(CC1)N1C=C(C(C2=CC(=C(C(=C12)F)C=1C=C2CCN(C2=CC1)CC=1C(=NC(=NC1)N)N)F)=O)C(=O)OCC